2-(Dimethylamino)-6-((10-hydroxy-7-((R)-4,4,4-trifluoro-2-methylbutanoyl)-7-azaspiro[4.5]decan-10-yl)methyl)pyrido[4,3-d]pyrimidin-5(6H)-one CN(C=1N=CC2=C(N1)C=CN(C2=O)CC2(CCN(CC21CCCC1)C([C@@H](CC(F)(F)F)C)=O)O)C